C(C)(C)(C)N1N=C(C=C1C)NC1=CC(=C(C(=N1)C[C@@]1(C[C@H](N(CC1)C(=O)OC(C)(C)C)C)C(=O)OC(C)(C)C)F)CC di-tert-butyl (2R,4R)-4-((6-((1-(tert-butyl)-5-methyl-1H-pyrazol-3-yl)amino)-4-ethyl-3-fluoropyridin-2-yl)methyl)-2-methylpiperidine-1,4-dicarboxylate